N-[(1S,2S)-2-hydroxy-1-methyl-2-phenyl-ethyl]-N-methyl-propanamide O[C@H]([C@H](C)N(C(CC)=O)C)C1=CC=CC=C1